(3aR,4R,8R,8aR)-8-azido-4-(azidomethyl)-2,2-dimethylhexahydro-4H-4,7-epoxycyclohepta[d][1,3]dioxole N(=[N+]=[N-])[C@@H]1C2CC[C@@]([C@H]3[C@@H]1OC(O3)(C)C)(O2)CN=[N+]=[N-]